C(CCCCCCCCCCCS)S 1,12-dodecanedithiol